10-methoxy-5-thia-2,7-diazatricyclo[6.4.0.02,6]dodeca-1(12),3,6,8,10-pentaene-4-carboxylic acid COC=1C=C2N=C3SC(=CN3C2=CC1)C(=O)O